FC=1C=C2C(=NC1)NC=C2N2N=C(C=CC2=O)N[C@H](CC(=O)NC2CCNCC2)C(C)C (R)-3-((1-(5-fluoro-1H-pyrrolo[2,3-b]pyridin-3-yl)-6-oxo-1,6-dihydropyridazin-3-yl)amino)-4-methyl-N-(tetrahydro-2H-pyridin-4-yl)pentanamide